monolauryl-nonaethylene glycol C(CCCCCCCCCCC)C(COCCOCCOCCOCCOCCOCCOCCOCCO)O